C=C1C(OCOC1=O)=O 5-methylene-1,3-dioxane-4,6-dione